ClC1=C(NC(=C1C=O)Cl)C=O 3,5-DICHLORO-1H-PYRROLE-2,4-DICARBALDEHYDE